4-[[3-(3-fluoro-4-methoxy-phenyl)imidazo[1,2-a]pyrazin-8-yl]amino]-N,2-dimethyl-N-(pyrimidin-4-ylmethyl)benzamide FC=1C=C(C=CC1OC)C1=CN=C2N1C=CN=C2NC2=CC(=C(C(=O)N(CC1=NC=NC=C1)C)C=C2)C